BrC=1C(=C(SC1)CBr)Cl bromo-2-(bromomethyl)-3-chlorothiophene